C(O)CN.C(C1=CN=CC=C1)(=O)O nicotinic acid monoethanolamine salt